7,7-dimethyl-13-[3-(4-phenylquinazolin-2-yl)phenyl]-7,13-dihydroindeno[2',1':4,5]thieno[2,3-a]carbazole CC1(C2=CC=CC=C2C2=C1C1=C(C=3N(C=4C=CC=CC4C3C=C1)C1=CC(=CC=C1)C1=NC3=CC=CC=C3C(=N1)C1=CC=CC=C1)S2)C